S1C(=CC=C1)C[N+]1=CN([C@H]2[C@H](O)[C@H](O)[C@@H](CO)O2)C=2N=C(NC(C12)=O)N N7-(thiophen-2-ylmethyl)guanosine